piperazine-1,4-bis-ethanesulfonic acid N1(CCN(CC1)CCS(=O)(=O)O)CCS(=O)(=O)O